2-(((5-((4-(3-((2-((1S)-1-((tetrahydro-2H-pyran-2-yl)oxy)ethyl)-1H-imidazole-1-yl)methyl)isoxazol-5-yl)phenyl)ethynyl)pyridin-2-yl)methyl)amino)ethan-1-ol O1C(CCCC1)O[C@@H](C)C=1N(C=CN1)CC1=NOC(=C1)C1=CC=C(C=C1)C#CC=1C=CC(=NC1)CNCCO